{5-{5-[2-(Dimethylcarbamoyl)phenyl]-4-fluoro-1H-benzimidazol-2-yl}(spiro[2.5]octan-7-yl)methyl}-3-ethylisoxazole-4-carboxamide CN(C(=O)C1=C(C=CC=C1)C1=C(C2=C(NC(=N2)C2CC3(CC3)CC(C2)CC2=C(C(=NO2)CC)C(=O)N)C=C1)F)C